{3-[3-amino-4-(7H-pyrrolo[2,3-d]pyrimidin-4-yl)-1H-pyrazol-1-yl]-1-(isopropylsulfonyl)azetidin-3-yl}acetonitrile 2-hydroxyethanesulfonate OCCS(=O)(=O)O.NC1=NN(C=C1C=1C2=C(N=CN1)NC=C2)C2(CN(C2)S(=O)(=O)C(C)C)CC#N